OCCNC(OC1CCC(CC1)C(N(CC12CCC(CC1)(CC2)C2=CC(=C(C=C2)OC)C)C2=CC(=CC=C2)C=2N=C(OC2)C2CC2)=O)=O 4-((3-(2-Cyclopropyl-oxazol-4-yl)phenyl)-((4-(4-methoxy-3-methylphenyl)-bicyclo[2.2.2]octan-1-yl)methyl)carbamoyl)cyclohexyl trans-(2-hydroxy-ethyl)carbamate